(R)-4-(6-(1,4-dimethyl-1H-pyrazol-5-yl)-2-(indolin-4-yl)pyrido[3,2-d]pyrimidin-4-yl)-3-methylmorpholine CN1N=CC(=C1C=1C=CC=2N=C(N=C(C2N1)N1[C@@H](COCC1)C)C1=C2CCNC2=CC=C1)C